ClC1CC(C1)C(=O)OC methyl 3-chlorocyclobutanecarboxylate